CC(C)(CC)C1=CN=CC=2N=C(N=C(C21)N)C2=CC=NC=C2 (2-methylbutan-2-yl)-2-(pyridin-4-yl)pyrido[3,4-d]pyrimidin-4-amine